FC1=CC=C(C(=N1)C)C=O 6-FLUORO-3-FORMYL-2-PICOLINE